N-(5-((4-chlorobenzyl)oxy)-1,3,4-thiadiazol-2-yl)-4-(4-(2-morpholinoethyl)-3-oxopiperazin-1-yl)nicotinamide ClC1=CC=C(COC2=NN=C(S2)NC(C2=CN=CC=C2N2CC(N(CC2)CCN2CCOCC2)=O)=O)C=C1